N=1NN=C(C1)C#CCN1C(C2=CC=CC=C2C1CC1=NC=CC=C1Br)=O 2-(3-(2H-1,2,3-triazol-4-yl)prop-2-yn-1-yl)-3-((3-bromopyridin-2-yl)methyl)isoindolin-1-one